IC1=CC=C(C=C1)CC(=O)O 4-iodophenylacetic acid